aluminum sodium water O.[Na].[Al]